(2S)-2-(9H-fluoren-9-ylmethoxycarbonyl-amino)-3-isopropoxy-propionic acid C1=CC=CC=2C3=CC=CC=C3C(C12)COC(=O)N[C@H](C(=O)O)COC(C)C